3-methyl-2-oxa-8-azaspiro[4.5]Decane-4-ylcarbamic acid tert-butyl ester C(C)(C)(C)OC(NC1C(OCC12CCNCC2)C)=O